CO[C@H]1CN(CC1)CC1=C(C=CC(=C1)B1OC(C(O1)(C)C)(C)C)N1CCOCC1 (R)-4-(2-((3-methoxypyrrolidin-1-yl)methyl)-4-(4,4,5,5-tetramethyl-1,3,2-dioxaborolan-2-yl)phenyl)morpholine